CC1=C(C=CC=C1)C1=CC(=C(C=C1)N1CC(CC1)OC1=NC=C(C=C1)C(F)(F)F)/C=C/CO (E)-3-(2'-methyl-4-(3-(5-(trifluoromethyl)pyridin-2-yloxy)pyrrolidin-1-yl)biphenyl-3-yl)prop-2-en-1-ol